FC=1C=C(C(=O)NCC=2C=NN(C2)C)C=C(C1)NS(=O)(=O)C1=CC=C(C=C1)C 3-fluoro-N-((1-methyl-1H-pyrazol-4-yl)methyl)-5-((4-methylphenyl)sulfonamido)benzamide